rac-(4aR*,7aS*)-1-[(2,4-dimethoxyphenyl)methyl]-4-hydroxy-2-oxo-N-phenyl-2,4a,5,6,7,7a-hexahydro-1H-cyclopenta[b]pyridine-3-carbothioamide COC1=C(C=CC(=C1)OC)CN1[C@@H]2[C@H](C(=C(C1=O)C(NC1=CC=CC=C1)=S)O)CCC2 |r|